C(C)(C)(C)OC(=O)N[C@@H](C(C)C)C(=O)OC[C@H]1O[C@]([C@@H]([C@@H]1OC(CC)=O)O)(C1=CC=C2C(=NC=NN21)NC(C(C)C)=O)C#N ((2R,3S,4R,5R)-5-cyano-4-hydroxy-5-(4-isobutyramidopyrrolo[2,1-f][1,2,4]triazin-7-yl)-3-(propionyloxy)tetrahydrofuran-2-yl)methyl (tert-butoxycarbonyl)-L-valinate